NC=1C(=NC=C(N1)Cl)SC=1C(=C(C(=CC1)Cl)N=S(C)(C)=C=O)Cl ((3-((3-amino-5-chloropyrazin-2-yl)thio)-2,6-dichlorophenyl)imino)dimethyl-λ6-Thioketone